methyl 2-benzyl-4-cyano-1-methyl-3-oxo-7-phenyl-2-azabicyclo[4.1.0]heptene-7-carboxylate C(C1=CC=CC=C1)N1C2(C(C2C=C(C1=O)C#N)(C(=O)OC)C1=CC=CC=C1)C